(1S,3R)-3-(3-(5-chloro-4-(5,5-dimethyl-4-oxo-5,6-dihydro-4H-pyrrolo[1,2-b]pyrazol-3-yl)pyridin-2-yl)ureido)-N-methylcyclohexane-1-carboxamide ClC=1C(=CC(=NC1)NC(N[C@H]1C[C@H](CCC1)C(=O)NC)=O)C1=C2N(N=C1)CC(C2=O)(C)C